N-methyl-glucamine ammonium salt [NH4+].CNC[C@H](O)[C@@H](O)[C@H](O)[C@H](O)CO